[C].[Ag].[Ag].FC1=NC(=CC=C1)C1COCC1 2-fluoro-6-(tetrahydrofurane-3-yl)pyridine silver-silver carbon